C(#N)C1=CC(=C(C=C1)CCCC(=O)O)NC(=O)[C@@H]1C[C@]12CCC1=CC=C(C=C21)C(NCCOC)=O 4-{4-cyano-2-[({(1R,2R)-6'-[(2-methoxyethyl)carbamoyl]-2',3'-dihydrospiro[cyclopropane-1,1'-inden]-2-yl}carbonyl)amino]phenyl}butanoic acid